C(C(C)(C)C)(=O)O[C@]1(CC=C(CC1)C)C(C)=O (R)-1-acetyl-4-methylcyclohex-3-en-1-yl pivalate